N-n-butyl-N-propylacetamide C(CCC)N(C(C)=O)CCC